O=C1CCCC23C1C1CC(C(C2)O1)C3 oxodecahydro-6,9-epoxy-4a,7-methanobenzo[7]annulen